FC\C(=C/C(=O)OCC)\NCC1=CC=C(C=C1)OC Ethyl (2E)-4-fluoro-3-[[(4-methoxyphenyl)methyl]amino]but-2-enoate